C(#C)C1=C(C2=C(N(C(=N2)C)C)C=C1)F 5-ethynyl-4-fluoro-1,2-dimethyl-1H-benzo[d]imidazole